C(C)(C)N1C(=C(C=C1)C(=O)O)C isopropyl-2-methyl-1H-pyrrole-3-carboxylic acid